2-(4-tert-Butylphenyl)-5-fluoro-1H-benzo[d]imidazole C(C)(C)(C)C1=CC=C(C=C1)C1=NC2=C(N1)C=CC(=C2)F